FC=1C=C(CC2=CN=C(S2)NC(=O)C2=NN(CCC2)C)C=CC1 N-(5-(3-fluorobenzyl)thiazol-2-yl)-1-methyl-1,4,5,6-tetrahydropyridazine-3-carboxamide